C(C)(C)(C)NC1=CC(=NC2=CN=CC=C12)C1=CC=NC=C1 N-(tert-butyl)-2-(pyridin-4-yl)-1,7-naphthyridin-4-amine